4-phenyloxazolidin-2-one-5,5-d2 C1(=CC=CC=C1)C1NC(OC1([2H])[2H])=O